2-(4,4-difluoroazepan-1-yl)-5-(4-fluorophenyl)-4-methyl-N-(3-(S-methylsulfonimidoyl)phenyl)nicotinamide FC1(CCN(CCC1)C1=C(C(=O)NC2=CC(=CC=C2)S(=O)(=N)C)C(=C(C=N1)C1=CC=C(C=C1)F)C)F